N[C@@H](CS)C(=O)N[C@@H](CC1=CNC2=CC=CC=C12)C(=O)O cysteinyl-tryptophan